4-octyloxydiphenyliodonium hexafluoroantimonate CCCCCCCCOC1=CC=C(C=C1)[I+]C2=CC=CC=C2.F[Sb-](F)(F)(F)(F)F